hexadecyldimethylbenzyl-sodium chloride [Cl-].C(CCCCCCCCCCCCCCC)C1=C(C([Na])(C)C)C=CC=C1